C1(=CC=CC=C1)/C(=C(\CC)/C1=CC=CC=C1)/C1=CC=C(OCCN(C)C)C=C1 2-[4-[(Z)-1,2-diphenyl-but-1-enyl]phenoxy]-N,N-dimethyl-ethylamine